ClC=1C(=C(NCC(=O)N2[C@@H]3CC([C@H]([C@H]2C(=O)N[C@@H](C[C@H]2C(NCCC2)=O)C#N)CC3)(F)F)C=CC1)C (1S,3S,4S)-2-[2-(3-Chloro-2-methyl-anilino)acetyl]-N-[(1S)-1-cyano-2-[(3S)-2-oxo-3-piperidyl]ethyl]-5,5-difluoro-2-azabicyclo[2.2.2]octane-3-carboxamide